tert-Butyl N-[1-[3-(3,4-dihydro-2H-quinolin-1-yl)-1-[(4-methoxyphenyl)methyl]pyrazolo[3,4-b]pyrazin-6-yl]-4-methyl-4-piperidyl]carbamate N1(CCCC2=CC=CC=C12)C1=NN(C2=NC(=CN=C21)N2CCC(CC2)(C)NC(OC(C)(C)C)=O)CC2=CC=C(C=C2)OC